tert-butyl (1R,3S,4S)-3-(((2-(2,6-dioxo-1-((2-(trimethylsilyl)ethoxy)methyl)piperidin-3-yl)-1-oxoisoindolin-5-yl)oxy)methyl)-2-azabicyclo[2.2.1]heptane-2-carboxylate O=C1N(C(CCC1N1C(C2=CC=C(C=C2C1)OC[C@H]1N([C@@H]2CC[C@H]1C2)C(=O)OC(C)(C)C)=O)=O)COCC[Si](C)(C)C